BrC=1C(=CC2=C(N=C(S2)N)C1)Br 5,6-dibromobenzo[d]thiazol-2-amine